(5,5-difluoro-4-hydroxy-3-(trifluoromethyl)-4,5,6,7-tetrahydro-1H-indol-1-yl)(3,3-difluorocyclobutyl)methanone FC1(C(C=2C(=CN(C2CC1)C(=O)C1CC(C1)(F)F)C(F)(F)F)O)F